ClC=1C(=NC(=NC1)NC1=NN(N=C1)C)C1=CC=C2CN(C(C2=C1)=O)[C@@H](C(=O)N[C@H](CO)C1=C(C=CC(=C1)OC)F)C (2R)-2-(6-{5-Chloro-2-[(2-methyl-2H-1,2,3-triazol-4-yl)amino]pyrimidin-4-yl}-1-oxo-2,3-dihydro-1H-isoindol-2-yl)-N-[(1S)-1-(2-fluoro-5-methoxyphenyl)-2-hydroxyethyl]propanamid